Cl.Cl.ClC=1C=C(C=NC1N1CCNCC1)C1=NOC(=N1)CN [3-(5-chloro-6-piperazin-1-yl-3-pyridyl)-1,2,4-oxadiazol-5-yl]methanamine dihydrochloride